3-(5-(1,3,4-oxadiazol-2-yl)pyridin-3-yl)phenyl 3-azabicyclo[3.1.0]hexane-3-carboxylate C12CN(CC2C1)C(=O)OC1=CC(=CC=C1)C=1C=NC=C(C1)C=1OC=NN1